C(\C=C\C=C\C)(=O)O Sorbic Acid